CC(CC(C)C)NC1=CC=C(C=C1)NC1=CC=CC=C1 N-(1-methyl-isopentyl)-N'-phenyl-p-phenylenediamine